5-methyl-6-nitro-2,3-dihydro-1H-isoindole-1,3-dione CC=1C=C2C(NC(C2=CC1[N+](=O)[O-])=O)=O